4-(N-tert-butoxycarbonyl-amino)-1-butanol C(C)(C)(C)OC(=O)NCCCCO